CN([C@@H]1C[C@@H]([C@H](CC1)NC(=O)C1=CC(=CC=2N(C=NC21)CC(F)(F)F)C#CCNC=2C(OC)=CC=C(C2)C(NC)=O)C)C N-[(1S,2S,4S)-4-(dimethylamino)-2-methylcyclohexyl]-6-{3-[4-(N-methylcarbamoyl)-2-anisidino]-1-propynyl}-1-(2,2,2-trifluoroethyl)-1H-1,3-benzimidazole-4-carboxamide